ethyl ((S)-2-cyclopropyl-2-(3-methoxyphenyl)ethyl)(methyl)phosphinate C1(CC1)[C@H](CP(OCC)(=O)C)C1=CC(=CC=C1)OC